BrC1=NC(=C2N1CCN(C2)C(C)C)C(=O)OCC ethyl 3-bromo-7-isopropyl-5,6,7,8-tetrahydroimidazo[1,5-a]pyrazine-1-carboxylate